C(C)(C)C1=C(C=C(/C=C/C=2N(C=CN2)C)C=C1)OC (E)-2-(4-isopropyl-3-methoxystyryl)-1-methyl-1H-imidazole